2,8-Dimethyl-6-[6-(piperidin-4-yl)imidazo[2,1-b][1,3]thiazol-2-yl]imidazo[1,2-b]pyridazin Hydrochlorid Cl.CC=1N=C2N(N=C(C=C2C)C2=CN3C(S2)=NC(=C3)C3CCNCC3)C1